N=1C(=CCC(C1)=O)C1=NC=CC=C1 bipyridin-5-one